(2R,5R*)-2-ethyl-5-methyl-2,3,4,5-tetrahydropyrido[2,3-f][1,4]oxazepin-7-ol hydrochloride Cl.C(C)[C@H]1OC2=C([C@H](NC1)C)N=C(C=C2)O |o1:7|